7-chloro-4-(dimethylamino)-1-(1H-indazol-5-yl)quinazolin-2(1H)-one ClC1=CC=C2C(=NC(N(C2=C1)C=1C=C2C=NNC2=CC1)=O)N(C)C